(5-chloro-[1,1'-biphenyl]-2-yl)diphenylphosphine ClC=1C=CC(=C(C1)C1=CC=CC=C1)P(C1=CC=CC=C1)C1=CC=CC=C1